C(C)C1(CC(CC(C1)(C)C)NC(C1=C(C(=CC=C1)NC=O)O)=O)C N-(3-ethyl-3,5,5-trimethyl-cyclohexyl)-3-formamido-2-hydroxybenzamide